FC=1C(=NC=CC1)[C@@H](CC)N (R)-1-(3-fluoropyridin-2-yl)propan-1-amine